C(CCCCCCCC)N.C(CCCCCCCC)N.C(C1=CC=C(C(=O)O)C=C1)(=O)O terephthalic acid bis(n-nonylamine) salt